7-Chloro-N-(5-(hexahydrocyclopenta[c]pyrrol-2(1H)-yl)pentan-2-yl)quinolin-4-amine ClC1=CC=C2C(=CC=NC2=C1)NC(C)CCCN1CC2C(C1)CCC2